CC=1C=C2C(C=C(OC2=C(C1)C(C)NC1=C(C(=O)OC)C=CC=C1)N1CCC2(CN(C(O2)=O)C)CC1)=O methyl 2-[1-[6-methyl-2-(3-methyl-2-oxo-1-oxa-3,8-diazaspiro[4.5]decan-8-yl)-4-oxo-chromen-8-yl]ethylamino]benzoate